C(C(=C)C)(=O)OCCOC(C1=CC=C(C=C1)C(C)C)=O 4-Isopropylbenzoic acid-(2-methacryloyloxyethyl)ester